1,3-bis(trimethylsilyl)indene C[Si](C1C=C(C2=CC=CC=C12)[Si](C)(C)C)(C)C